NCC1=NC=CC(=C1)C1(CC1)S(=O)(=O)N [2-(aminomethyl)pyridin-4-yl]cyclopropanesulfonamide